tert-butyl (R)-7-(3-fluoro-4-(methoxycarbonyl)phenoxy)-6-hydroxy-1-methyl-1-(2-oxo-2-(thiazol-2-ylamino)ethyl)-3,4-dihydroisoquinoline-2(1H)-carboxylate FC=1C=C(OC2=C(C=C3CCN([C@@](C3=C2)(CC(NC=2SC=CN2)=O)C)C(=O)OC(C)(C)C)O)C=CC1C(=O)OC